methyl (1S,3aR,4S,7R,7aS)-2-((S)-2-((tert-butoxycarbonyl)amino)-3,3-dimethylbutanoyl)octahydro-1H-4,7-epoxyisoindole-1-carboxylate C(C)(C)(C)OC(=O)N[C@H](C(=O)N1[C@@H]([C@H]2[C@H]3CC[C@@H]([C@H]2C1)O3)C(=O)OC)C(C)(C)C